(R)-6-(2-(3'-chloro-5'-(trifluoromethyl)-[1,1'-biphenyl]-3-yl)-2-hydroxyacetyl)-2-(1-phenylcyclopropyl)-3,5,6,7,8,9-hexahydro-4H-pyrimido[5,4-c]azepin-4-one ClC=1C=C(C=C(C1)C(F)(F)F)C1=CC(=CC=C1)[C@H](C(=O)N1CC2=C(CCC1)N=C(NC2=O)C2(CC2)C2=CC=CC=C2)O